N-(5-((6-((R)-3-(2-fluoro-3-methylphenyl)isoxazolidine-2-yl)pyrimidine-4-yl)amino)-4-methoxy-2-(4-morpholinopiperidine-1-yl)phenyl)acrylamide FC1=C(C=CC=C1C)[C@@H]1N(OCC1)C1=CC(=NC=N1)NC=1C(=CC(=C(C1)NC(C=C)=O)N1CCC(CC1)N1CCOCC1)OC